tert-butyl 6-((6-(6-(trifluoromethyl)imidazo[1,2-a]pyridin-3-yl)pyridin-2-yl)amino)-2-azaspiro[3.3]heptane-2-carboxylate FC(C=1C=CC=2N(C1)C(=CN2)C2=CC=CC(=N2)NC2CC1(CN(C1)C(=O)OC(C)(C)C)C2)(F)F